4-[4-[acetyl(isopropyl)amino]-3-fluoro-phenyl]-N-(3-pyridylmethyl)benzamide C(C)(=O)N(C1=C(C=C(C=C1)C1=CC=C(C(=O)NCC=2C=NC=CC2)C=C1)F)C(C)C